NC1=NC(=NC=C1)C=1C(=NN(C1O[C@H](CCNC1=C(C=NC(=C1)Cl)C1=NC=C(C=C1)C(F)(F)F)C)C)C (S)-N-(3-((4-(4-aminopyrimidin-2-yl)-1,3-dimethyl-1H-pyrazol-5-yl)oxy)butyl)-6'-chloro-5-(trifluoromethyl)-[2,3'-bipyridin]-4'-amine